N1CC=C2N1C(C=CN=C2)=O pyrazolo[1,5-a][1,4]diazepin-8(1H)-one